C(C)(C)(C)OC(=O)C1=CC2=C(N=C(N2CC(C(=O)OC)OC)CC2=C(C=C(C=C2)C2=NC(=CC=C2)OCC2=C(C=C(C=C2)C#N)F)F)C=C1 2-[[4-[6-[(4-cyano-2-fluoro-phenyl)methoxy]-2-pyridyl]-2-fluoro-phenyl]methyl]-3-(2,3-dimethoxy-3-oxo-propyl)benzimidazole-5-carboxylic acid tert-butyl ester